C(#N)COC1=CC(=C(C=C1F)NS(=O)(=O)C1=CNC(=C1)C1=CC=C(C=C1)F)F N-[4-(cyanomethoxy)-2,5-difluorophenyl]-5-(4-fluorophenyl)-1H-pyrrole-3-sulfonamide